C(C)(C)OC([C@H](CCC(C=[N+]=[N-])=O)NC(COCC1CC1)=O)=O.C(C1=CC=CC=C1)(C1=CC=CC=C1)N1[C@@H]([C@H](C1)N(S(=O)(=O)C)C1CC1)C N-((2r,3s)-1-benzhydryl-2-methylazetidin-3-yl)-N-cyclopropylmethanesulfonamide isopropyl-(S)-2-(2-(cyclopropylmethoxy)acetamido)-6-diazo-5-oxohexanoate